C1(CCCCCCC1)C=C cyclooctyl-ethylene